((E)-(9-(4-fluorobenzyl)-β-carbolin-3-yl)methylenehydrazino)indol-2-one FC1=CC=C(CN2C3=CC=CC=C3C=3C=C(N=CC23)\C=N\NC=2C(N=C3C=CC=CC23)=O)C=C1